5-(6,7-dichloro-3-(1H-pyrazol-4-yl)-1H-indol-2-yl)-4H-1,2,4-triazole-3-carboxamide ClC1=CC=C2C(=C(NC2=C1Cl)C=1NC(=NN1)C(=O)N)C=1C=NNC1